ClC1=CC=C(C(=N1)C(=O)OC)N[C@H](C)C=1C=C(C=C2C(N(C(=NC12)N1CCC(CC1)(F)F)C)=O)C methyl (R)-6-chloro-3-((1-(2-(4,4-difluoropiperidin-1-yl)-3,6-dimethyl-4-oxo-3,4-dihydroquinazolin-8-yl)ethyl)amino)picolinate